COC(C1=CC(=C(C=C1)Br)OC(C)C)=O 4-bromo-3-(propan-2-yloxy)benzoic acid methyl ester